NC1=C2N=CN(C2=NC(=N1)F)[C@H]1C[C@@H]([C@@](O1)(C#C)COP(=O)(OC1=CC=CC=C1)N[C@H](C(=O)OCCCCCCCCCCCCCCCCCC)CC1=CC(=CC(=C1)F)F)O Octadecyl (2S)-2-(((((2R,3S,5R)-5-(6-amino-2-fluoro-9H-purin-9-yl)-2-ethynyl-3-hydroxytetra-hydrofuran-2-yl)methoxy)-(phenoxy)phosphoryl)-amino)-3-(3,5-difluoro-phenyl)propanoate